CC1(OB(OC1(C)C)C=1C=CC(=NC1)N1CC2(C1)CCN(CC2)C(=O)OC(C)(C)C)C tert-butyl 2-(5-(4,4,5,5-tetramethyl-1,3,2-dioxaborolan-2-yl) pyridin-2-yl)-2,7-diazaspiro[3.5]nonane-7-carboxylate